C(C)(C)(C)S(=O)NC(C)C=1C=C(COCCCN(C(OC(C)(C)C)=O)C)C=CC1 tert-butyl (3-((3-(1-((tert-butylsulfinyl)amino)ethyl)benzyl)oxy)propyl)(methyl)carbamate